N-((1r,4r)-4-(3-chloro-4-cyanophenoxy)cyclohexyl)-6-(4-(4-(4-((2,6-dioxopiperidin-3-yl)amino)benzyl)piperazin-1-yl)piperidin-1-yl)pyridazine-3-carboxamide ClC=1C=C(OC2CCC(CC2)NC(=O)C=2N=NC(=CC2)N2CCC(CC2)N2CCN(CC2)CC2=CC=C(C=C2)NC2C(NC(CC2)=O)=O)C=CC1C#N